O=C1N(CC2=CC(=CC=C12)O[C@H]1[C@@H](CCCC1)N1CC(C1)C=1C=NC(=CC1)C(F)(F)F)N1C(CCCC1=O)=O (1-oxo-5-(((trans)-2-(3-(6-(trifluoromethyl)pyridin-3-yl)azetidin-1-yl)cyclohexyl)oxy)isoindolin-2-yl)piperidine-2,6-dione